tert-butyl 4-[[3-amino-5-(2-fluoro-6-methyl-phenyl)-7-isoquinolyl]carbamoyl]piperidine-1-carboxylate NC=1N=CC2=CC(=CC(=C2C1)C1=C(C=CC=C1C)F)NC(=O)C1CCN(CC1)C(=O)OC(C)(C)C